N1=CC=C(C=C1)N(C1=CC=NC=C1)C1=CC=NC=C1 tri(pyridin-4-yl)amine